ClC1=C(C=C2CC3(CCN(CC3)C(=O)OC(C)(C)C)/C(/C2=C1)=N/[S@@](=O)C(C)(C)C)OC tert-butyl (1Z)-6-chloro-5-methoxy-1-{[(S)-2-methylpropan-2-sulfinyl] imino}-1,3-dihydrospiro[indene-2,4'-piperidine]-1'-carboxylate